trans-3-hexadecene-1,1-dicarboxylic anhydride C1(C\C=C\CCCCCCCCCCCC)C(=O)OC1=O